COC=1C(=NC=C(N1)C)NS(=O)(=O)C=1C=NC=CC1 N-(3-methoxy-5-methylpyrazin-2-yl)pyridine-3-sulfonamide